C[Si](C)(C)CC1=CC=C(COCC2=CC=C(C=C2)C[Si](C)(C)C)C=C1 4-(trimethylsilylmethyl)-benzyl ether